O(C1=CC=CC=C1)CCCC=O 4-PHENOXYBUTANAL